COC=1C=C2C(=CC=NC2=CC1OC)OCC=1C=C(C=CC1)[SH2](=O)C=N (3-{[(6,7-dimethoxyquinolin-4-yl)oxy]methyl}phenyl)(imino)methyl-λ6-sulfanone